[Hg].[Hg] mercury compound with mercury